F[C@H]1[C@@H]2CCC(C[C@H]1N(C=1N=CC(=NC1)C1=C(C=3C=CC=NC3C=C1)O)C)N2 6-(5-{[(1S,2S,3R)-2-fluoro-8-azabicyclo[3.2.1]octan-3-yl](methyl)amino}pyrazin-2-yl)quinolin-5-ol